(5-methylthiazol-4-yl)-6-phenethoxy-1H-inden-1-one CC1=C(N=CS1)C=1C(C2=CC(=CC=C2C1)OCCC1=CC=CC=C1)=O